Succinic acid mono-[2-(2-{2-[2-(2-{2-[2-(2-methoxy-ethoxy)-ethoxy]-ethoxy}-ethoxy)-ethoxy]-ethoxy}-ethoxy)-ethyl] ester COCCOCCOCCOCCOCCOCCOCCOCCOC(CCC(=O)O)=O